(3-((3-chlorophenyl)methoxy)phenyl)boronic acid ClC=1C=C(C=CC1)COC=1C=C(C=CC1)B(O)O